O1COC2=C1C=CC(=C2)C2=NC=CC1=C2NC(=N1)NC=1OC(=NN1)C1=CC=C(C=C1)F N-(4-(Benzo[d][1,3]dioxol-5-yl)-3H-imidazo[4,5-c]pyridin-2-yl)-5-(4-fluorophenyl)-1,3,4-oxadiazol-2-amine